Cl.CN(CCCOC1=NC=C(C=C1NS(=O)(=O)C)C1=CC=2C3=C(C=NC2C=C1F)N(C(C31CCC1)=O)C)C N-(2-(3-(Dimethylamino)propoxy)-5-(7'-fluoro-3'-methyl-2'-oxo-2',3'-dihydrospiro[cyclobutane-1,1'-pyrrolo[2,3-c]quinolin]-8'-yl)pyridin-3-yl)methanesulfonamide hydrochloride